4-Hydroxyindolin OC1=C2CCNC2=CC=C1